1-(4-(((3R,6S)-1-Acryloyl-6-methylpiperidin-3-yl)amino)-7H-pyrrolo[2,3-d]pyrimidin-7-yl)-5-((3R)-1-oxido-1,2-dithiolan-3-yl)pentan-1-one C(C=C)(=O)N1C[C@@H](CC[C@@H]1C)NC=1C2=C(N=CN1)N(C=C2)C(CCCC[C@H]2SS(CC2)=O)=O